CHROMIUM-SILICON [Si].[Cr]